[9-bromo-8-methoxy-1-(2-thienyl)-5,6-dihydropyrrolo[2,1-a]isoquinolin-3-yl]-[(2R)-2-methyl-2-[(1S)-2,2,2-trifluoro-1-hydroxy-ethyl]pyrrolidin-1-yl]methanone BrC1=C(C=C2CCN3C(C2=C1)=C(C=C3C(=O)N3[C@](CCC3)([C@@H](C(F)(F)F)O)C)C=3SC=CC3)OC